Dimethyl 2,5-bis(4-isopropylphenylamino)cyclohexa-1,4-diene-1,4-dicarboxylate C(C)(C)C1=CC=C(C=C1)NC1=C(CC(=C(C1)C(=O)OC)NC1=CC=C(C=C1)C(C)C)C(=O)OC